1-(3-dimethylaminopropyl)-3-ethylcarbodiimide iodonium salt [IH2+].CN(CCCN=C=NCC)C